ClC=1C=C(CN2CC=3N(C4=CC=CC=C4C3CC2)CCNC(=N)N)C=CC1Cl 1-(2-(2-(3,4-Dichlorobenzyl)-3,4-dihydro-1H-pyrido[3,4-b]indol-9(2H)-yl)ethyl)guanidine